FC(C1=CC=C(C=C1)NC([O-])=O)(F)F N-[4-(trifluoromethyl)phenyl]carbamate